N-[2-amino-6-(3,5-dimethoxyphenyl)pyrido[2,3-d]pyrimidin-7-yl]-N'-(1,2-dimethylethyl)-urea NC=1N=CC2=C(N1)N=C(C(=C2)C2=CC(=CC(=C2)OC)OC)NC(=O)NC(CC)C